BrC1=C(C=C(C=C1)Br)F 1,4-dibromo-2-fluoro-benzene